2,3,5-trifluoro-4-hydroxy-6-(methylcarbamoyl)benzoic acid FC1=C(C(=O)O)C(=C(C(=C1F)O)F)C(NC)=O